3-(dimethyl-(phenyl)silyl)-2-(2-methoxy-phenyl)propionic acid C[Si](CC(C(=O)O)C1=C(C=CC=C1)OC)(C1=CC=CC=C1)C